3-hydrazino-6-chloro-5H-[1,2,4]Triazino[5,6-b]Indole N(N)C=1N=NC2=C(NC=3C(=CC=CC23)Cl)N1